(R)-2-((1-(2-(1,1-difluoro-6-azaspiro[2.5]octan-6-yl)-3,7-dimethyl-4-oxo-4H-pyrido[1,2-a]pyrimidin-9-yl)ethyl)amino)benzoic acid FC1(CC12CCN(CC2)C=2N=C1N(C(C2C)=O)C=C(C=C1[C@@H](C)NC1=C(C(=O)O)C=CC=C1)C)F